C(#C)C1=CC(=NC=2N=C(N=CC21)NC2=CC=C(C=C2)N2CCN(CC2)C)OC(C)C 5-ethynyl-7-isopropoxy-N-[4-(4-methylpiperazin-1-yl)phenyl]pyrido[2,3-d]pyrimidin-2-amine